C1(=CC=CC=C1)C1=C2C=CC=CC2=C(C2=CC=CC=C12)OCCO 2-((10-phenylanthracen-9-yl)oxy)ethan-1-ol